tert-butyl 4-[1-methyl-3-(3-methyl-2,6-dioxo-3-piperidyl) indazol-6-yl]-3,6-dihydro-2H-pyridine-1-carboxylate CN1N=C(C2=CC=C(C=C12)C=1CCN(CC1)C(=O)OC(C)(C)C)C1(C(NC(CC1)=O)=O)C